N-(1-Cyanocyclopropyl)-5-[1-[4-(difluoromethoxy)-2-methyl-5-(1,1,2,2,2-pentafluoroethyl)pyrazol-3-yl]pyrazol-4-yl]-N-methyl-2-(trifluoromethyl)benzamid C(#N)C1(CC1)N(C(C1=C(C=CC(=C1)C=1C=NN(C1)C=1N(N=C(C1OC(F)F)C(C(F)(F)F)(F)F)C)C(F)(F)F)=O)C